NCCC1=CC=C(C=C1)S(=O)(=O)F 4-(2-aminoethyl)-benzenesulphonyl fluorid